C(C)(C)OC=1C=C(C=C(C1C)C(F)(F)F)B1OC(C(O1)(C)C)(C)C 2-(3-Isopropoxy-4-methyl-5-(trifluoromethyl)phenyl)-4,4,5,5-tetramethyl-1,3,2-dioxaborolane